FC1=CC2=C(N(C(=N2)C=O)C[C@H]2N(CC(C2)O)C(=O)OCC2=CC=CC=C2)C=C1 (2S)-benzyl 2-((5-fluoro-2-formyl-1H-benzo[d]imidazol-1-yl) methyl)-4-hydroxypyrrolidine-1-carboxylate